4-(2-(4-(1-(2,6-dioxopiperidin-3-yl)-3-methyl-1H-indazol-4-yl)-1H-Pyrazol-1-yl)propyl)piperidine hydrochloride Cl.O=C1NC(CCC1N1N=C(C2=C(C=CC=C12)C=1C=NN(C1)C(CC1CCNCC1)C)C)=O